[Pd].C(C1=CC=CC=C1)OCC[C@H]1CC(C(N1)=O)(CC)CC (R)-5-(2-(benzyloxy)ethyl)-3,3-diethyl-pyrrolidin-2-one palladium